ClC=1C=CC(=C(C1)C1=NNC=C1C1=NC2=CC(=CN=C2C=C1)C1=CN=C2N1CCCN2)F 2-[3-(5-chloro-2-fluoro-phenyl)-1H-pyrazol-4-yl]-7-(5,6,7,8-tetrahydroimidazo[1,2-a]pyrimidin-3-yl)-1,5-naphthyridine